ClC=1C(=C(C=CC1)NC(=O)NC1=CC(=CC(=C1)OC)NCCO)CO 1-(3-chloro-2-hydroxymethylphenyl)-3-[3-(2-hydroxyethylamino)-5-methoxyphenyl]urea